C(C)N(C(C1=C(C=CC(=C1)F)O)=O)C(C)C N-ethyl-5-fluoro-2-hydroxy-N-(propan-2-yl)benzamide